C(=C)OCCOC=C 1,2-divinyl-oxyethane